CC1=CC=C(C=C1)S(=O)(=O)OCCC1CN(CCO1)C1=NC=NC(=C1)C=1N(N=C2C=CC(=CC12)OC1(CC1)C)COCC[Si](C)(C)C 2-[4-[6-[5-(1-methylcyclopropoxy)-2-(2-trimethylsilylethoxymethyl)indazol-3-yl]pyrimidin-4-yl]morpholin-2-yl]ethyl 4-methylbenzenesulfonate